BrC=1C=C(C(=NC1)N1CCC(CC1)N(C)C)NS(=O)(=O)C1CC1 N-(5-Bromo-2-(4-(dimethylamino)piperidin-1-yl)pyridin-3-yl)cyclopropane-sulfonamide